4-((3-(trifluoromethyl)piperidin-1-yl)methyl)-6,7-dihydro-5H-cyclopenta[b]pyridine-2-carboxamide FC(C1CN(CCC1)CC1=C2C(=NC(=C1)C(=O)N)CCC2)(F)F